3,9-bis(1,1-dimethyl-2-hydroxyethyl)-2,4,8,10-tetroxaspiro[5.5]undecane CC(CO)(C)C1OCC2(CO1)COC(OC2)C(CO)(C)C